(S)-N-(3-(1H-indazol-5-yl)-2-(pyrrolidin-1-yl)propyl)-3,4-dichlorobenzamide N1N=CC2=CC(=CC=C12)C[C@@H](CNC(C1=CC(=C(C=C1)Cl)Cl)=O)N1CCCC1